CC1(OB(OC1(C)C)C1=CC=C(C=C1)N1CCN(CC1)C1CN(C1)C(=O)OC(C)(C)C)C tert-butyl 3-(4-(4-(4,4,5,5-tetramethyl-1,3,2-dioxaborolan-2-yl)phenyl)piperazin-1-yl)azetidine-1-carboxylate